O(C=C)N Oxaallylamine